2-[(1S,4S,5R)-5-[[5-cyclopropyl-3-(2,6-dichlorophenyl)-1,2-oxazol-4-yl]methoxy]-2-azabicyclo[2.2.1]heptan-2-yl]-4-[(3R)-oxolan-3-yloxy]-1,3-benzothiazole-6-carboxylic acid C1(CC1)C1=C(C(=NO1)C1=C(C=CC=C1Cl)Cl)CO[C@H]1[C@@H]2CN([C@H](C1)C2)C=2SC1=C(N2)C(=CC(=C1)C(=O)O)O[C@H]1COCC1